5-(aminomethyl)-4'-cyclopropyl-N-({4-[4-(difluoromethyl)-1-isopropylimidazol-2-yl]phenyl}methyl)-6'-methoxy-[2,5'-bipyrimidin]-4-amine NCC=1C(=NC(=NC1)C=1C(=NC=NC1OC)C1CC1)NCC1=CC=C(C=C1)C=1N(C=C(N1)C(F)F)C(C)C